CC1=NN=C2N1N=C(C=C2)N2CCNCC2 3-methyl-6-(piperazin-1-yl)-[1,2,4]triazolo[4,3-b]pyridazine